ClC=1N=C(SC1NC(C[C@H](C(=O)N[C@H]1C2=C(C(N3N(C1=O)CCC3)=O)C=CC=C2)C2CC2)=O)C=2C=NN(C2)C(F)F (S)-N4-(4-chloro-2-(1-(difluoromethyl)-1H-pyrazol-4-yl)thiazol-5-yl)-2-cyclopropyl-N1-((S)-5,11-dioxo-2,3,10,11-tetrahydro-1H,5H-benzo[d]pyrazolo[1,2-a][1,2]diazepin-10-yl)succinamide